2-((3-bromo-2-fluoro-6-nitrophenyl)amino)isonicotinonitrile BrC=1C(=C(C(=CC1)[N+](=O)[O-])NC=1C=C(C#N)C=CN1)F